ClC=1N(C(C2=CC=CC(=C2C1)OC1CC2(CN(C2)CCNC2=CC=3N(C=C2F)C=NN3)C1)=O)C(F)F Chloro-2-(difluoromethyl)-5-[[2-[2-[(6-fluoro-[1,2,4]triazolo[4,3-a]pyridin-7-yl)amino]ethyl]-2-azaspiro[3.3]heptan-6-yl]oxy]isoquinolin-1-one